C(C)(C)(C)C1=CC=C(C=C1)S(=O)(=O)NC1=CC=2C(C3=CC=CC=C3C(C2C(=C1O)O)=O)=O 4-tert-butyl-N-(3,4-dihydroxy-9,10-dioxo-9,10-dihydroanthracen-2-yl)benzenesulfonamide